ClC1=CC=C(C=C1)C=1N=C2N(C=CC=C2)C1CN1CC2CCC(C1)N2C(=O)OC2CCCCC2 cyclohexyl 3-{[2-(4-chlorophenyl) imidazo[1,2-a]pyridin-3-yl] methyl}-3,8-diazabicyclo[3.2.1]octane-8-carboxylate